C(C1=CCCC=C1)=O 3,4-Dihydro-benzaldehyde